C(C)(C)(C)OC(N[C@@H]1C[C@H](C1)O)=O trans-((1r,3r)-3-hydroxycyclobutyl)carbamic acid tert-butyl ester